1-(4-(5-phenyl-4,5-dihydro-isoxazol-3-yl)benzyl)azetidine-3-carboxylic acid C1(=CC=CC=C1)C1CC(=NO1)C1=CC=C(CN2CC(C2)C(=O)O)C=C1